glyceryl mono-trans-linoleate C(CCCCCCC\C=C\C\C=C/CCCCC)(=O)OCC(O)CO